C(C)N(CC)C1=CC=C(C(=O)O)C=C1 p-N,N-diethylaminobenzoic acid